F[P-](F)(F)(F)(F)F.C(C)N1C(C(C=2C3=C(C=CC12)C=CC=C3)(C)C)C 3-ethyl-1,1,2-trimethyl-1H-benzo[e]indole hexafluorophosphate